BrC1=CC=C(C=C1)C1=C(C=C(C2=CC=C(C=C12)C(C)(C)C)O)C(CCC)(CCC)O 4-(4-bromophenyl)-6-(tert-butyl)-3-(4-hydroxyheptan-4-yl)naphthalen-1-ol